dideuteroferulate [2H]\C(=C(/C(=O)[O-])\[2H])\C1=CC(OC)=C(O)C=C1